(S)-5-(4-cyano-3-fluorophenyl)-1-(2-fluoro-4-(pyrrolidin-1-yl)phenyl)-N-methyl-N-(piperidin-3-yl)-1H-pyrazole-3-carboxamide C(#N)C1=C(C=C(C=C1)C1=CC(=NN1C1=C(C=C(C=C1)N1CCCC1)F)C(=O)N([C@@H]1CNCCC1)C)F